ClC1=C(\C=C\2/C(OC3=C(C2=O)C=C(C=C3)Cl)C3=C(C=CC=C3)Cl)C=CC=C1 (E)-3-(2-chlorobenzylidene)-6-chloro-2-(2-chlorophenyl)-2,3-dihydro-4H-1-benzopyran-4-one